bromo-2-chloro-4-vinylpyridine BrC=1C(=NC=CC1C=C)Cl